3-((6-(2-aminopyridin-4-yl)-1-oxoisoquinolin-2(1H)-yl)methyl)-N-(isochroman-7-yl)benzamide NC1=NC=CC(=C1)C=1C=C2C=CN(C(C2=CC1)=O)CC=1C=C(C(=O)NC2=CC=C3CCOCC3=C2)C=CC1